FC(C1=CC(=NN1C)C(=O)O\N=C(/N)\C1(CC1)C=1C(=NC=CC1)C)F (Z)-N'-((5-(difluoromethyl)-1-methyl-1H-pyrazole-3-carbonyl)oxy)-1-(2-methylpyridin-3-yl)cyclopropane-1-carboximidamide